4-((4-(methylamino)-5-(trifluoromethyl)pyrimidin-2-yl)amino)-1H-indazole-6-carbonitrile CNC1=NC(=NC=C1C(F)(F)F)NC1=C2C=NNC2=CC(=C1)C#N